2-bromo-6-(methyl-d3)-4-(trifluoromethyl)pyridine BrC1=NC(=CC(=C1)C(F)(F)F)C([2H])([2H])[2H]